(2r,5s)-4-(5-(tert-butyl)-7-tosyl-7H-pyrrolo[2,3-d]pyrimidin-4-yl)-2,5-dimethylpiperazine-1-carboxylic acid tert-butyl ester C(C)(C)(C)OC(=O)N1[C@@H](CN([C@H](C1)C)C=1C2=C(N=CN1)N(C=C2C(C)(C)C)S(=O)(=O)C2=CC=C(C)C=C2)C